C(C(=O)CO)C(=O)C(=O)[O-] The molecule is a hydroxy monocarboxylic acid anion that is the conjugate base of 5-hydroxy-2,4-dioxopentanoic acid. It is a conjugate base of a 5-hydroxy-2,4-dioxopentanoic acid.